NC1=NC=C(C=C1O[C@H](C)C=1C=C(C=CC1)NC(C1=CC(=CC=C1)N(C)C)=O)C=1C=NN(C1)C (R)-N-(3-(1-((2-Amino-5-(1-methyl-1H-pyrazol-4-yl)pyridin-3-yl)oxy)ethyl)phenyl)-3-(dimethylamino)benzamid